4-{[2-Carbamoyl-6-(2-chloro-pyridin-4-yl)-3-methyl-imidazo[1,2-a]pyrazin-8-ylamino]-methyl}-4-cyano-piperidine-1-carboxylic acid tert-butyl ester C(C)(C)(C)OC(=O)N1CCC(CC1)(C#N)CNC=1C=2N(C=C(N1)C1=CC(=NC=C1)Cl)C(=C(N2)C(N)=O)C